(RS)-N-(4-(Morpholin-2-yl)-phenyl)-2-phenyloxazol-4-carboxamid N1C[C@H](OCC1)C1=CC=C(C=C1)NC(=O)C=1N=C(OC1)C1=CC=CC=C1 |r|